2-phenyl-1-(2,4,6-trihydroxyphenyl)ethan-1-one C1(=CC=CC=C1)CC(=O)C1=C(C=C(C=C1O)O)O